(5'S,7a'R)-5'-(3,5-difluorophenyl)-1-(4,5-dimethyl-1,2-oxazole-3-carbonyl)tetrahydro-3'H-spiro[piperidine-4,2'-pyrrolo[2,1-b][1,3]-oxazol]-3'-one FC=1C=C(C=C(C1)F)[C@@H]1CC[C@H]2OC3(C(N21)=O)CCN(CC3)C(=O)C3=NOC(=C3C)C